(Z)-6-((tert-butyldimethylsilyl)oxy)-3-(4-methoxyphenyl)-6-phenyl-8-(triisopropylsilyl)octane-2-ene-4,7-diyne-1-aldehyde [Si](C)(C)(C(C)(C)C)OC(C#C\C(=C/C=O)\C1=CC=C(C=C1)OC)(C#C[Si](C(C)C)(C(C)C)C(C)C)C1=CC=CC=C1